2,5-dihydrothieno[3,4-b][1,4]dioxin O1C=2C(OCC1)CSC2